(3R)-3-amino-8-fluoro-7-[5-(1-methyl-1-methylsulfonyl-ethyl)-1,2,4-oxadiazol-3-yl]-1-oxo-5-[(4-phenoxyphenyl)methyl]-2,3-dihydro-1λ4,5-benzothiazepine N[C@H]1CS(C2=C(N(C1)CC1=CC=C(C=C1)OC1=CC=CC=C1)C=C(C(=C2)F)C2=NOC(=N2)C(C)(S(=O)(=O)C)C)=O